ClC1=NC(=NC(=N1)NCCC[Si](OCC)(OCC)OCC)[N+]1(CCCC1)CCOC(CCCCCCCCCCC)=O 1-(4-chloro-6-((3-(triethoxysilyl)propyl)amino)-1,3,5-triazin-2-yl)-1-(2-(dodecanoyloxy)ethyl)pyrrolidine-1-ium